ClC1=CC=C(C=C1)CCC(=O)O 3-(4-chlorophenyl)-propionic acid